OC1=C(C=CC=C1O)C1=NOC(C1)C(=O)NN 3-(2,3-dihydroxyphenyl)-4,5-dihydroisoxazole-5-carbohydrazide